C(C)C(CC(C(C(=O)[O-])S(=O)(=O)O)(C(=O)[O-])CC(CCCC)CC)CCCC.[Na+].ClCC(=O)NC(NC=1SC=CN1)=O.[Na+] 2-chloro-N-(thiazol-2-ylcarbamoyl)acetamide sodium bis(2-ethyl-1-hexyl)sulfosuccinate